2-(6-(((1R,3s,5S)-9-azabicyclo[3.3.1]nonan-3-yl)(methyl)amino)pyridazin-3-yl)-5-(1-methyl-1H-pyrazol-4-yl)phenol [C@H]12CC(C[C@H](CCC1)N2)N(C2=CC=C(N=N2)C2=C(C=C(C=C2)C=2C=NN(C2)C)O)C